C1(CCC1)N1C=CC=2C1=NC=C(C2)NC(=O)C=2C=C1CN(C(C1=CC2F)=O)C2C(NC(CC2)=O)=O N-{1-cyclobutylpyrrolo[2,3-b]pyridin-5-yl}-2-(2,6-dioxopiperidin-3-yl)-6-fluoro-1-oxo-3H-isoindole-5-carboxamide